[Sb].[Ga].[Ga] gallium-gallium antimony